[Sn].[Bi].[Ga] gallium bismuth tin